(1S,13R)-6-hydroxy-13-methyl-5,8-dioxo-N-[(2,4,6-trifluorophenyl)methyl]-1,2,9-triazatricyclo[7.4.1.02,7]tetradeca-3,6,11-triene-4-carboxamide OC=1C(C(=CN2N3[C@@H](C=CCN(C(C12)=O)C3)C)C(=O)NCC3=C(C=C(C=C3F)F)F)=O